O1CCN(CC1)C=1C=CC2=C(NC(=N2)C2=NNC3=CC=C(C=C23)C(=O)NC2CCC(CC2)NC(OC(C)(C)C)=O)C1 tert-butyl ((1s,4s)-4-(3-(6-morpholino-1H-benzo[d]imidazol-2-yl)-1H-indazole-5-carboxamido)cyclohexyl)carbamate